C1[C@@H](CN=C1C(=O)[O-])O The molecule is a 1-pyrrolinecarboxylate that is the conjugate base of (S)-3-hydroxy-3,4-dihydro-2H-pyrrole-5-carboxylic acid, obtained by deprotonation of the carboxy group. Major species at pH 7.3. It is a hydroxy monocarboxylic acid anion and a 1-pyrrolinecarboxylate. It is a conjugate base of a (S)-4-hydroxy-1-pyrroline-2-carboxylic acid.